1-(9Z-tetradecenoyl)-2-(7Z,10Z,13Z,16Z-docosatetraenoyl)-glycero-3-phosphoserine C(C=CCCCCCCCCCCC)(=O)OCC(OC(C=CC=C\C=C/C=CCCCCCCCCCCCCC)=O)COP(=O)(O)OC[C@H](N)C(=O)O